6-[2-[[4-[5-(Difluoromethyl)-1,3,4-oxadiazol-2-yl]-2-fluorophenyl]methyl]tetrazol-5-yl]quinolin-3-amine FC(C1=NN=C(O1)C1=CC(=C(C=C1)CN1N=C(N=N1)C=1C=C2C=C(C=NC2=CC1)N)F)F